C(C)(C)(C)OC(=O)N1[C@H]2CN([C@@H](C1)C2)C2=NC=C(C=C2)N2N=C(C1=CC=CC(=C21)C)C=2C1=CN(N=C1C(=CC2F)F)C (1R,4R)-5-(5-{5',7'-difluoro-2',7-dimethyl-1H,2'H-[3,4'-biindazol]-1-yl}pyridin-2-yl)-2,5-diazabicyclo[2.2.1]heptane-2-carboxylic acid tert-butyl ester